C(C)(C)(C)OC(=O)N1C[C@@H](N(CC1)C=1C2=C(N=CN1)N(C=C2I)[C@H]2[C@H]1CC[C@@H](C2)C1)C.FC(F)[Si](C)(C)C difluoromethyl-(trimethyl)silane tert-butyl-(3S)-4-{7-[(1S,2R,4R)-bicyclo[2.2.1]heptan-2-yl]-5-iodo-7H-pyrrolo[2,3-d]pyrimidin-4-yl}-3-methylpiperazine-1-carboxylate